FC(C(=O)O)(F)F.CC1=NNC(=C1)NC=1C2=C(N=C(N1)N[C@@H]1CC[C@H](CC1)CC)C=CS2 Trans-N4-(3-methyl-1H-pyrazol-5-yl)-N2-(4-ethylcyclohexyl)thieno[3,2-d]pyrimidine-2,4-diamine trifluoroacetate